Tricosan-12-yl ((((2R,3S,5R)-5-(6-amino-2-fluoro-9H-purin-9-yl)-2-ethynyl-3-hydroxytetrahydrofuran-2-yl)methoxy)(phenoxy)phosphoryl)-L-alaninate NC1=C2N=CN(C2=NC(=N1)F)[C@H]1C[C@@H]([C@@](O1)(C#C)COP(=O)(OC1=CC=CC=C1)N[C@@H](C)C(=O)OC(CCCCCCCCCCC)CCCCCCCCCCC)O